N-(2-pyridylmethyl)-N'-[2-[(1H-imidazol-4-ylmethyl)amino]ethyl]-N'-(5,6,7,8-tetrahydro-8-quinolinyl)-1,4-xylylenediamine N1=C(C=CC=C1)CNCC1=CC=C(C=C1)CN(C1CCCC=2C=CC=NC12)CCNCC=1N=CNC1